FC=1C=CC(=C(C1)CCON1C(C=CC=C1)N)[Sn](C)(C)C 1-(5-fluoro-2-(trimethylstannyl)phenylethoxy)pyridin-2-amine